7-oxabicyclo[4.2.0]octane C12CCCCC2OC1